C(C1=CC=CC=C1)C1=CNC(N=N1)S(=O)(=O)O 3,4-dihydro-6-benzyl-3-sulfo-1,2,4-triazine